ClC1=CC=C2C(=C1)NC[C@@]21[C@@H](N[C@H]([C@@H]1C1=C(C=CC=C1)F)C(=O)NC1=C(C=C(C(=O)O)C=C1)OC)CC(C)(C)C 4-((2'S,3S,4'S,5'R)-6-chloro-4'-(2-fluorophenyl)-2'-neopentylspiro[indoline-3,3'-Pyrrolidine]-5'-carboxamido)-3-methoxybenzoic acid